6-(1-Acetyl-3,6-dihydro-2H-pyridin-5-yl)-4-[2-(1,1-difluoroethyl)-4-piperazin-1-yl-phenyl]-7-fluoro-N,N-dimethyl-1H-indole-2-carboxamide C(C)(=O)N1CCC=C(C1)C1=CC(=C2C=C(NC2=C1F)C(=O)N(C)C)C1=C(C=C(C=C1)N1CCNCC1)C(C)(F)F